O1COC2=C1C=CC(=C2)CNC(CCl)=O N-(benzo[d][1,3]dioxol-5-ylmethyl)-2-chloroacetamide